Methyl (E)-3-(4-(tert-butoxy)thiophen-3-yl)acrylate C(C)(C)(C)OC=1C(=CSC1)/C=C/C(=O)OC